ClC=1C=C(C=CC1Cl)N1CC(N(CC1)C(=O)C1=CC(NC2=CC=CC=C12)=O)C(=O)N1CCOCC1 4-(4-(3,4-dichlorophenyl)-2-(morpholine-4-carbonyl)piperazine-1-carbonyl)quinolin-2(1H)-one